C1(CC1)[C@@H]([C@@H]1[C@@H]2CC[C@H](CN1)N2C(=O)OC(C)(C)C)O t-butyl (1S,2S,5R)-2-((S)-cyclopropyl(hydroxyl) methyl)-3,8-diazabicyclo[3.2.1]octane-8-carboxylate